4,8-dimethylnon-3,7-dien-1-ol CC(=CCCO)CCC=C(C)C